C(CCCCCCCCCCCCCCCCC)(=O)OCC(O)CO glyceryl mono-stearate